((1-cyclopropyl-3-(tetrahydro-2H-pyran-4-yl)-1H-pyrazol-4-yl)oxy)-7-methoxyquinoline-6-carboxamide C1(CC1)N1N=C(C(=C1)OC1=NC2=CC(=C(C=C2C=C1)C(=O)N)OC)C1CCOCC1